3-[4-(1,8-diazaspiro[5.5]undecan-8-yl)-1H-pyrrolo[2,3-b]pyridin-3-yl]-4-methyl-isothiazole N1CCCCC12CN(CCC2)C2=C1C(=NC=C2)NC=C1C1=NSC=C1C